FC1=C(C(=CC=C1)F)C1=N[C@H](C2=NN=C(N2C=2SC=3CC(CC3C12)C=O)C)C (7S)-9-(2,6-difluorophenyl)-3,7-dimethyl-16-thia-2,4,5,8-tetraazatetracyclo[8.6.0.02,6.011,15]Hexadeca-1(10),3,5,8,11(15)-pentaene-13-carbaldehyde